C1(=CC=CC=C1)C1=CC=C(C2=C1OC1=C2C=CC=C1)B(O)O (4-phenyldibenzo[b,d]furan-1-yl)boronic acid